C(CCCCCCCCCCCCC)(=O)[N-]C(CCCCCCCCCCCCC)=O dimyristoylamide